cycloheptyl 3-toluate C1(=CC(=CC=C1)C(=O)OC1CCCCCC1)C